butyl-sulfinamide C(CCC)S(=O)N